BrC=1C=CC=2N(C1)C(=NN2)NC2=CC(=C(C(=C2)OC)OC)OC 6-bromo-N-(3,4,5-trimethoxyphenyl)-[1,2,4]triazolo[4,3-a]pyridin-3-amine